ClC=1C=C(C=CC1F)NC(N([C@H](C)C1=CNC(C2=CC=CC=C12)=O)CCOCC)=O |r| Racemic-3-(3-chloro-4-fluorophenyl)-1-(2-ethoxyethyl)-1-(1-(1-oxo-1,2-dihydroisoquinolin-4-yl)ethyl)urea